[Na+].C1(O)=C(O)C(=CC(=C1)S(=O)(=O)[O-])S(=O)(=O)[O-].[Na+] catechol-3,5-disulfonate sodium